S(=O)(=O)(C1=CC=C(C)C=C1)OCCC1CCN(CC1)C(=O)OC(C)(C)C tert-butyl 4-(2-(tosyloxy)-ethyl)piperidine-1-carboxylate